7-cyclopentyl-2-((5-(4-(4-(2,4-dioxotetrahydropyrimidin-1(2H)-yl)benzyl)piperazin-1-yl)pyridin-2-yl)amino)-N,N-dimethyl-7H-pyrrolo[2,3-d]pyrimidine-6-carboxamide C1(CCCC1)N1C(=CC2=C1N=C(N=C2)NC2=NC=C(C=C2)N2CCN(CC2)CC2=CC=C(C=C2)N2C(NC(CC2)=O)=O)C(=O)N(C)C